C(C)(C)(C)OC(C[C@H](CCN1CCC(CC1)(F)F)N)=O (S)-3-amino-5-(4,4-difluoropiperidin-1-yl)pentanoic acid tert-butyl ester